CC1=C2C=CC=NC2=CC=C1 5-methyl-quinolin